S(NNC(=O)N=N)NNC(=O)N=N thiodicarbazon